9,10-bis(naphthyl)anthracene 5-Carbamoylpyridin-3-yl-(R)-4-(3-fluoro-5-(trifluoromethyl)benzyl)-2-methylpiperazine-1-carboxylate C(N)(=O)C=1C=C(C=NC1)OC(=O)N1[C@@H](CN(CC1)CC1=CC(=CC(=C1)C(F)(F)F)F)C.C1(=CC=CC2=CC=CC=C12)C=1C2=CC=CC=C2C(=C2C=CC=CC12)C1=CC=CC2=CC=CC=C12